t-pentylperoxyn-butyl monocarbonate C(OCCCCOOC(C)(C)CC)([O-])=O